CN1C=2C=NC(=NC2N(CC1)C1=CC=NC=C1C#N)C1=NC(=CC=C1)C 4-(5-methyl-2-(6-methylpyridin-2-yl)-6,7-dihydropteridin-8(5H)-yl)nicotinonitrile